(3-(hydroxyimino)propyl)(n-hexyl)phosphinic acid ON=CCCP(O)(=O)CCCCCC